2-[2-[6-[(4aS,7aR)-6-tert-butoxycarbonyl-2,3,4a,5,7,7a-hexahydropyrrolo[3,4-b][1,4]oxazin-4-yl]-4-benzyloxy-pyrazolo[3,4-d]pyrimidin-1-yl]-5-fluoro-phenoxy]acetic acid C(C)(C)(C)OC(=O)N1C[C@H]2OCCN([C@H]2C1)C1=NC(=C2C(=N1)N(N=C2)C2=C(OCC(=O)O)C=C(C=C2)F)OCC2=CC=CC=C2